4-benzyloxy-2-(4-tert-butyl-2-methyl-phenyl)-6-chloro-1,5-naphthyridine C(C1=CC=CC=C1)OC1=CC(=NC2=CC=C(N=C12)Cl)C1=C(C=C(C=C1)C(C)(C)C)C